FC1=C(C(=CC=C1)F)N1C(C(=CC2=C1N=C(N=C2)NC=2C=C1CCNCC1=CC2)C#N)=O 8-(2,6-difluorophenyl)-7-oxo-2-((1,2,3,4-tetrahydroisoquinolin-6-yl)amino)-7,8-dihydropyrido[2,3-d]pyrimidine-6-carbonitrile